COC(C1=C(C=C(C(=C1)OC)OC)N)=O.ClC1=CC(=CC=C1)C(S(=O)(=O)C1=CC=C(C)C=C1)[N+]#[C-] 1-chloro-3-(isocyano(tosyl)methyl)benzene Methyl-2-Amino-4,5-dimethoxybenzoate